FC1=C(C=CC=C1)SC=1C=2N(C=C(C1)C=1C=NN(C1)[C@@H]1CNCCC1)N=CC2C#N 4-(2-Fluorophenyl)sulfanyl-6-[1-[(3S)-3-piperidyl]pyrazol-4-yl]pyrazolo[1,5-a]pyridine-3-carbonitrile